CC([C@@H](C(=O)N1[C@@H]([C@H]2C([C@H]2C1)(C)C)C(=O)OC)NC(CC)=O)(C)C methyl (1R,2S,5S)-3-[(2S)-3,3-dimethyl-2-(propanoylamino)butanoyl]-6,6-dimethyl-3-azabicyclo[3.1.0]hexane-2-carboxylate